C(C)(C)(C)C1=C2C(=NN(C2=CC=C1Br)C(=O)O)C(NCCN1CCOCC1)=O.C(C)(C)(C)OC(=O)N1N=C(C2=CC(=CC=C12)Br)C(NCCN1CCOCC1)=O tert-butyl-5-bromo-3-((2-morpholinoethyl) carbamoyl)-1H-indazole-1-carboxylate (tert-butyl 5-bromo-3-((2-morpholinoethyl) carbamoyl)-1H-indazole-1-carboxylate)